N-(4-aminocyclohexyl)-4-methoxy-benzamide HCl Cl.NC1CCC(CC1)NC(C1=CC=C(C=C1)OC)=O